ClC1=C(C=C2C(=C(C(N(C2=N1)C=1C(=NC(=CC1C)C)C(C)C)=O)C#N)O)F 7-chloro-6-fluoro-4-hydroxy-1-(2-isopropyl-4,6-dimethylpyridin-3-yl)-2-oxo-1,2-dihydro-1,8-naphthyridine-3-carbonitrile